C(C)(C)N1N=C(C=2C1=NC=NC2N)C2=CC(=NN2C2OCCCC2)C=C 1-isopropyl-3-(1-(tetrahydro-2H-pyran-2-yl)-3-vinyl-1H-pyrazol-5-yl)-1H-pyrazolo[3,4-d]pyrimidin-4-amine